(S)-N-((3R,5S)-1-(8-cyanoquinoxalin-5-yl)-5-methylpiperidin-3-yl)-2-methoxypropionamide C(#N)C=1C=CC(=C2N=CC=NC12)N1C[C@@H](C[C@@H](C1)C)NC([C@H](C)OC)=O